CCCCC(=O)O[C@H]1CC[C@@]2([C@H]3CC[C@]4([C@H]([C@@H]3CC=C2C1)CC[C@@H]4[C@H](C)CCCC(C)C)C)C cholesterol n-valerate